tert-butyl 4-(3-amino-5-(3-fluorophenyl)thiophene-2-carboxamido)piperidine-1-carboxylate NC1=C(SC(=C1)C1=CC(=CC=C1)F)C(=O)NC1CCN(CC1)C(=O)OC(C)(C)C